tert-butyl 2-[5-fluoro-4-(4-fluoro-2-methoxy-phenyl)-1-(1-methylpyrazol-4-yl)-6,7-dihydro-5H-cyclopenta[c]pyridin-3-yl]-6,7-dihydro-4H-pyrazolo[1,5-a]pyrazine-5-carboxylate FC1CCC=2C(=NC(=C(C21)C2=C(C=C(C=C2)F)OC)C2=NN1C(CN(CC1)C(=O)OC(C)(C)C)=C2)C=2C=NN(C2)C